C(C)(C)(C)OC(=O)N1[C@](C[C@H](CC1)NC([C@H](CC(C)C)NC(=O)OC(C)(C)C)=O)(C(=O)O)CCCCB1OC(C(O1)(C)C)(C)C (2R,4S)-1-(tert-butoxycarbonyl)-4-((S)-2-((tert-butoxycarbonyl)amino)-4-methylPentanamido)-2-(4-(4,4,5,5-tetramethyl-1,3,2-dioxaborolan-2-yl)butyl)piperidine-2-carboxylic acid